NC1=C(C=C(CN2N=NC3=C2N=C(N=C3C=3OC=CC3)N)C=C1)C 3-(4-amino-3-methylbenzyl)-7-(2-furyl)-3H-(1,2,3)triazolo(4,5-d)pyrimidin-5-amine